C[C@H](CCC=C(C)C)[C@H]1CC[C@@H]2[C@@]1(CCC3=C2CC[C@@H]4[C@@]3(CC[C@@H]([C@@]4(C)CO)O)C)C 4alpha-hydroxymethyl-4beta-methyl-5alpha-cholesta-8,24-dien-3beta-ol